C(C)OC(=O)C1(CSCC1CC(=O)OCC)N1C2=NC=NC(=C2N=C1)Cl (Rac)-ethyl-3-(6-chloro-9H-purin-9-yl)-4-(2-ethoxy-2-oxoethyl)tetrahydrothiophene-3-carboxylate